(2S)-2-[[(2S)-2-[[2-[1-[(4-isopropylphenyl)methyl]-5-oxopyrrolidin-2-yl]acetyl]amino]-4-methylpentanoyl]amino]-4-methylpentanoic acid C(C)(C)C1=CC=C(C=C1)CN1C(CCC1=O)CC(=O)N[C@H](C(=O)N[C@H](C(=O)O)CC(C)C)CC(C)C